6-(4-methoxycyclohexyl)quinoline-4-carboxylic acid COC1CCC(CC1)C=1C=C2C(=CC=NC2=CC1)C(=O)O